[N+](=O)([O-])C1=C(C=CC=C1)C1=CC(=NN1)N 5-(2-Nitrophenyl)-1H-pyrazol-3-amine